COC(C(CC)O)=O 2-hydroxybutyric acid methyl ester